BrC1=CC=CC=2C=CSC21 7-bromobenzothiophene